neopentyl glycol diborate bisboronate B(O)O.B(O)O.B(O)(O)OB(O)O.OCC(C)(CO)C